1-(1-(4-(1-(2-hydroxyacetyl)-1,2,3,6-tetrahydropyridin-4-yl)benzyl)-1H-indol-5-yl)-5-methyl-1H-pyrazole-3-carboxamide OCC(=O)N1CCC(=CC1)C1=CC=C(CN2C=CC3=CC(=CC=C23)N2N=C(C=C2C)C(=O)N)C=C1